FC1=C2C(NC(=NC2=CC(=C1)OCC1CCN(CC1)C1CN(C1)C(=O)OC(C)(C)C)COC1CCOCC1)=O tert-butyl 3-(4-(((5-fluoro-4-oxo-2-(((tetrahydro-2H-pyran-4-yl)oxy)methyl)-3,4-dihydroquinazolin-7-yl)oxy)methyl)piperidin-1-yl)azetidine-1-carboxylate